2-[2-chloro-5-(3,5-dimethyl-2,6-dioxo-4-thioxo-1,3,5-triazin-1-yl)-4-fluoro-benzoyl]oxy-2-methyl-propionic acid ClC1=C(C(=O)OC(C(=O)O)(C)C)C=C(C(=C1)F)N1C(N(C(N(C1=O)C)=S)C)=O